(trans-4-(3-ethyl-1-(5-(1-methyl-1H-pyrazol-4-yl)pyrazin-2-yl)ureido)cyclohexyl)carbamic acid tert-butyl ester C(C)(C)(C)OC(N[C@@H]1CC[C@H](CC1)N(C(=O)NCC)C1=NC=C(N=C1)C=1C=NN(C1)C)=O